4-[2-({[3-fluoro-1-(3-fluoro(2-pyridyl))cyclobutyl]methyl}amino)-4-methylpyrimidin-5-yl]benzamide FC1CC(C1)(C1=NC=CC=C1F)CNC1=NC=C(C(=N1)C)C1=CC=C(C(=O)N)C=C1